CC(C)(C)[S@](=O)N[C@@H](C(F)(F)F)C=1OC2=C(C1C)C=CC=C2 (S)-2-methyl-N-[(1R)-2,2,2-trifluoro-1-(3-methyl-1-benzofuran-2-yl)ethyl]propane-2-sulfinamide